CC1=CC(=NC=C1)C1=NN=NN1 5-[4-methyl-2-pyridinyl]Tetrazole